N-boc-imino-(triphenyl)phosphine C(=O)(OC(C)(C)C)N=P(C1=CC=CC=C1)(C1=CC=CC=C1)C1=CC=CC=C1